N2-[5-[(3,3-dimethyl-2H-benzofuran-4-yl)oxy]pyrazin-2-yl]pyridine-2,3-diamine CC1(COC2=C1C(=CC=C2)OC=2N=CC(=NC2)NC2=NC=CC=C2N)C